N-(2,6-xylyl)-2-(diethylamino)acetamide hydrochloride monohydrate O.Cl.C1(=C(C=CC=C1C)C)NC(CN(CC)CC)=O